2-chloro-6-(6-methoxy-2-methylindol-5-yl)-1,5-naphthyridine ClC1=NC2=CC=C(N=C2C=C1)C=1C=C2C=C(NC2=CC1OC)C